[N].[Mo].[Ni].[Mn] manganese nickel molybdenum nitrogen